methyl 5-(1-(adamantan-1-ylmethyl)-5-methyl-1H-pyrazol-4-yl)-1-(5-fluoro-6-(pyridin-2-ylamino)pyridin-3-yl)-1H-pyrrolo[2,3-b]pyridine-4-carboxylate C12(CC3CC(CC(C1)C3)C2)CN2N=CC(=C2C)C2=C(C3=C(N=C2)N(C=C3)C=3C=NC(=C(C3)F)NC3=NC=CC=C3)C(=O)OC